C(#N)C1=NC2=CC(=CC(=C2C=C1C1=CC=C(C=C1)C(C)(C)OC)C(C)NC1=C(C(=O)O)C=CC=C1)C 2-((1-(2-cyano-3-(4-(2-methoxypropan-2-yl)phenyl)-7-methylquinolin-5-yl)ethyl)amino)benzoic acid